[Si](C)(C)(C(C)(C)C)OC(/C(/C(=O)OC)=N/O[Si](C)(C)C(C)(C)C)=C methyl (Z)-3-((tert-butyldimethylsilyl)oxy)-2-(((tert-butyldimethylsilyl)oxy)imino)but-3-enoate